5-methoxypent-2-enoic acid tert-butyl ester C(C)(C)(C)OC(C=CCCOC)=O